2-Chloro-4-[3-(2-fluoro-4-nitrophenoxy)-2-naphthyl]pyrimidine ClC1=NC=CC(=N1)C1=CC2=CC=CC=C2C=C1OC1=C(C=C(C=C1)[N+](=O)[O-])F